ClC=1N=C2C(=C(C(N(C2=CC1)C)=O)C#N)N1C[C@@H]([C@@H](CC1)NC1=C(C=C(C=C1)OC(F)(F)F)F)C 6-Chloro-4-[(3S,4R)-4-[2-fluoro-4-(trifluoromethoxy)anilino]-3-methyl-1-piperidyl]-1-methyl-2-oxo-1,5-naphthyridine-3-carbonitrile